(S)-N-((R or S)-(4-chlorophenyl)(4-fluoro-3-(trifluoro-methyl)phenyl)methyl)-2-oxoimidazolidine-4-carboxamide ClC1=CC=C(C=C1)[C@@H](NC(=O)[C@H]1NC(NC1)=O)C1=CC(=C(C=C1)F)C(F)(F)F |o1:7|